18-(4,4-Difluorocyclohexyl)-12-(2,6-dimethylphenyl)-15-oxa-8λ6-thia-1,9,11,18,22-pentaazatetracyclo[14.4.1.13,7.110,14]tricosa-3(23),4,6,10,12,14(22)-hexaene-8,8,20-trione FC1(CCC(CC1)N1CC2OC=3C=C(N=C(NS(C4=CC=CC(CN(C(C1)=O)C2)=C4)(=O)=O)N3)C3=C(C=CC=C3C)C)F